decamethylferrocene tetrakis(pentafluorophenyl)borate FC1=C(C(=C(C(=C1[B-](C1=C(C(=C(C(=C1F)F)F)F)F)(C1=C(C(=C(C(=C1F)F)F)F)F)C1=C(C(=C(C(=C1F)F)F)F)F)F)F)F)F.CC1=C(C(=C([C-]1C)C)C)C.[C-]1(C(=C(C(=C1C)C)C)C)C.[Fe+2]